C(CCC(=O)[O-])(=O)OCCCC(C)C isohexyl succinate